C(=O)(O)CN1[C@H](CN[C@H](CN[C@H](CN[C@H](C1)CCC(=O)O)CCC(=O)O)CCC(=O)O)CCC(=O)O 3,3',3'',3'''-((2S,5S,8S,11S)-1-(carboxymethyl)-1,4,7,10-tetraazacyclododecane-2,5,8,11-tetrayl)tetrapropanoic acid